BrC=1C=C2C(=CC=NC2=CC1)NC1=C(C(=O)N)C=CC=C1 2-[(6-bromoquinolin-4-yl)amino]Benzamide